(±)-ethyl 3,8-difluoro-2-oxo-1,2,3,4-tetrahydroquinoline-3-carboxylate F[C@]1(C(NC2=C(C=CC=C2C1)F)=O)C(=O)OCC |r|